N1(CCC1)CCCC1=CC(=C(C=C1)N1C(=NC(=C1)C1=NC(=NC=C1C(F)(F)F)NC1CCN(CC1)S(=O)(=O)C)C)F 4-(1-(4-(3-(azetidin-1-yl)propyl)-2-fluorophenyl)-2-methyl-1H-imidazol-4-yl)-N-(1-(methylsulfonyl)piperidin-4-yl)-5-(trifluoromethyl)pyrimidin-2-amine